N-methyl-N-((S)-1-(((S)-1-methylazepin-2-yl)sulfonyl)pyrrolidine-3-carbonyl)-L-valine CN([C@@H](C(C)C)C(=O)O)C(=O)[C@@H]1CN(CC1)S(=O)(=O)C=1N(C=CC=CC1)C